(4S)-N-((3-chloro-2,4-difluorophenyl)(5-(trifluoromethyl)tetrahydro-2H-pyran-2-yl)methyl)-2-oxoimidazolidine-4-carboxamide ClC=1C(=C(C=CC1F)C(NC(=O)[C@H]1NC(NC1)=O)C1OCC(CC1)C(F)(F)F)F